((3ar,5r,7s,7ar)-1,3,3,5,7-pentamethyloctahydrobenzo[c]isoxazol-5-yl)benzonitrile CN1OC([C@H]2[C@H]1[C@H](C[C@@](C2)(C)C2=C(C#N)C=CC=C2)C)(C)C